2-(6-(3,4-dimethoxyphenyl)pyrazine-2-yl)thiazole-4-carboxylic acid COC=1C=C(C=CC1OC)C1=CN=CC(=N1)C=1SC=C(N1)C(=O)O